FCC1(C(NCC1)=O)CNC1=NC=C(C=2N=CN(C(C21)=O)C)C2=CC=C(C=C2)C(F)(F)F 5-(((3-(fluoromethyl)-2-oxopyrrolidin-3-yl)methyl)amino)-3-methyl-8-(4-(trifluoromethyl)phenyl)pyrido[4,3-d]pyrimidin-4(3H)-one